N1=C(C=CC=C1)CCC(=O)O pyridine-2-propanoic acid